4-picolinoylpiperazine N1=CC=C(C=C1)C(=O)N1CCNCC1